BrCCCCCCCCCCCC\C=C/CCO (3Z)-16-bromo-3-hexadecene-1-ol